C(C)(C)(C)N(C(O)=O)[C@@H](CO)CC=1N=COC1.C(CC)O[Si](CCCCCCCCCCCC)(OCCC)OCCC tripropoxy(dodecyl)silane tertbutyl-(R)-(1-hydroxy-3-(oxazol-4-yl)propan-2-yl)carbamate